Cl.Cl.N1=C(C=CC=C1)C(C)N 1-(pyridin-2-yl)ethanamine dihydrochloride